C(C)OC(=O)C=1N=C2N(C3=C(C(=NC2C)C2=C(C=CC=C2F)F)C(=C(C=C3)Cl)Cl)C1 7,8-dichloro-6-(2,6-difluorophenyl)-4-methyl-4H-imidazo[1,2-a][1,4]benzodiazepine-2-Formic acid ethyl ester